1-(2-(2H-1,2,3-Triazol-2-yl)benzoyl)-7-methylazepan-4-one N=1N(N=CC1)C1=C(C(=O)N2CCC(CCC2C)=O)C=CC=C1